(2S)-2-((S)-3-(4-Chlorophenyl)pentanamido)-N-(4-(cyclopropylamino)-3,4-dioxo-1-((S)-2-oxopyrrolidin-3-yl)butan-2-yl)-4,4-dimethylpentanamid ClC1=CC=C(C=C1)[C@H](CC(=O)N[C@H](C(=O)NC(C[C@H]1C(NCC1)=O)C(C(=O)NC1CC1)=O)CC(C)(C)C)CC